(S)-2-ethyl-N-(3-(2-(2,2,2-trifluoroacetamido)propanamido)propyl)-4-((3-(3-(trifluoromethyl)-1H-pyrazol-4-yl)imidazo[1,2-a]pyrazin-8-yl)amino)benzamide C(C)C1=C(C(=O)NCCCNC([C@H](C)NC(C(F)(F)F)=O)=O)C=CC(=C1)NC=1C=2N(C=CN1)C(=CN2)C=2C(=NNC2)C(F)(F)F